methyl 4-bromo-3-[(cyclopropylamino)methyl]-2-nitrobenzoate BrC1=C(C(=C(C(=O)OC)C=C1)[N+](=O)[O-])CNC1CC1